The molecule is an ergostanoid that is 5alpha-ergost-7-ene substituted by a beta-hydroxy group at position 3. It has been isolated from the mycelia of Cordyceps sinensis. It has a role as a fungal metabolite. It is a 3beta-hydroxy steroid and an ergostanoid. C[C@H](CC[C@H](C)C(C)C)[C@H]1CC[C@@H]2[C@@]1(CC[C@H]3C2=CC[C@@H]4[C@@]3(CC[C@@H](C4)O)C)C